6-(4-(trifluoromethyl)phenyl)-1-(3,4,5-trimethoxyphenyl)-1H-benzo[d][1,2,3]triazole FC(C1=CC=C(C=C1)C=1C=CC2=C(N(N=N2)C2=CC(=C(C(=C2)OC)OC)OC)C1)(F)F